(4-(8,8-difluoro-3-azabicyclo[3.2.1]oct-3-yl)-8-fluoro-2-(((2R,7aS)-2-fluorohexahydro-1H-pyrrolizin-7a-yl)methoxy)pyrido[4,3-d]pyrimidin-7-yl)-5-ethyl-6-fluoronaphthalene-2-ol FC1(C2CN(CC1CC2)C=2C1=C(N=C(N2)OC[C@]23CCCN3C[C@@H](C2)F)C(=C(N=C1)C1=C(C=CC2=C(C(=CC=C12)F)CC)O)F)F